3-bromo-4-[1-(5-methoxybenzothiophen-2-yl)vinyl]pyridine BrC=1C=NC=CC1C(=C)C=1SC2=C(C1)C=C(C=C2)OC